(5-(2-methyl-5-(3-(trifluoromethyl)benzamido)phenethyl)-1H-pyrazol-3-yl)picolinamide CC1=C(CCC2=CC(=NN2)C=2C(=NC=CC2)C(=O)N)C=C(C=C1)NC(C1=CC(=CC=C1)C(F)(F)F)=O